4-[(3-chloro-4-fluoro-phenyl)amino]-7-[4-((R)-6-methyl-2-oxo-morpholin-4-yl)-butoxy]-6-[(vinylcarbonyl)amino]-quinazoline ClC=1C=C(C=CC1F)NC1=NC=NC2=CC(=C(C=C12)NC(=O)C=C)OCCCCN1CC(O[C@@H](C1)C)=O